COC1=NC=NC2=CC=C(C=C12)C=1C=CN2N=C(N=CC21)NC2CCC(CC2)(O)C (1s,4s)-4-((5-(4-methoxyquinazolin-6-yl)pyrrolo[2,1-f][1,2,4]triazin-2-yl)amino)-1-methylcyclohexane-1-ol